N-((1-(4-(5-(trifluoromethyl)-1,2,4-oxadiazol-3-yl)phenyl)-1H-pyrazol-4-yl)methyl)propionamide FC(C1=NC(=NO1)C1=CC=C(C=C1)N1N=CC(=C1)CNC(CC)=O)(F)F